C(C)(C)(C)C1=CC=2C(=NNN2)C=C1 5-tert-butyl-2H-benzotriazole